CN1CC2C(C1)CNC2 5-methyloctahydropyrrolo[3,4-c]pyrrole